tert-butyl 3-[4-methyl-3-[1-[4-[2-(4-piperidyl)ethynyl]-3-(2-thienyl)phenyl]ethylcarbamoyl]anilino]azetidine-1-carboxylate CC1=C(C=C(NC2CN(C2)C(=O)OC(C)(C)C)C=C1)C(NC(C)C1=CC(=C(C=C1)C#CC1CCNCC1)C=1SC=CC1)=O